ClC1=C(C=C(C=C1)Cl)N1C[C@@H](CC1)C(=O)O |r| Racemic-1-(2,5-dichlorophenyl)pyrrolidine-3-carboxylic acid